2-[(2E)-2-(aminomethyl)-3-fluoroprop-2-en-1-yl]-4-({5-[4-(2-hydroxyethyl)phenyl]thiophen-2-yl}methyl)-2,4-dihydro-3H-1,2,4-triazol-3-one NC/C(/CN1N=CN(C1=O)CC=1SC(=CC1)C1=CC=C(C=C1)CCO)=C\F